3-methoxy-4-(2-methylbenzamido)benzoic acid COC=1C=C(C(=O)O)C=CC1NC(C1=C(C=CC=C1)C)=O